FC=1C=C(C(=O)NC23CC(C2)(C3)[C@@H](C(=O)NC3=CC=C(C=C3)F)C)C=C(C1F)F (S)-3,4,5-trifluoro-N-(3-(1-((4-fluorophenyl)amino)-1-oxopropan-2-yl)bicyclo[1.1.1]pentan-1-yl)benzamide